5-[(2S,6R)-11-[(3S)-3-amino-3-methyl-pyrrolidin-1-yl]-6-methyl-4,7,10-triazatricyclo[7.4.0.02,7]trideca-1(9),10,12-trien-4-yl]-2-deuterio-quinoline-8-carbonitrile N[C@@]1(CN(CC1)C1=NC=2CN3[C@@H](CN(C[C@@H]3C2C=C1)C1=C2C=CC(=NC2=C(C=C1)C#N)[2H])C)C